Cl.BrC1=C2CNCC2=CC(=C1)OC 4-Bromo-6-methoxyisoindoline hydrochloride